[S-]C#N.OCN1C=NC=C1 3-hydroxymethylimidazole thiocyanate